C(CCC)NC(=O)NC(CC(C)=O)=O N-(butylcarbamoyl)-3-oxobutanamide